Ethyl 3-((2-isopropoxyethyl) amino)-5-chloro-1H-pyrrole-2-carboxylate C(C)(C)OCCNC1=C(NC(=C1)Cl)C(=O)OCC